cesium edetate C(N(CC(=O)[O-])CC(=O)[O-])CN(CC(=O)[O-])CC(=O)[O-].[Cs+].[Cs+].[Cs+].[Cs+]